1,2,4,6-Tetra-O-acetyl-3-azido-glucopyranose C(C)(=O)OC1[C@H](OC(C)=O)[C@@](O)([C@H](OC(C)=O)[C@H](O1)COC(C)=O)N=[N+]=[N-]